C(#C)[C@@]1(O[C@H](C=C1)N1C(NC(C(=C1)C)=O)=O)CO[P@](=O)(OC1=CC=CC=C1)N[C@@H](C)C(=O)OCC(CC)CC 2-Ethylbutyl ((S)-(((2R,5R)-2-Ethynyl-5-(5-methyl-2,4-dioxo-3,4-dihydropyrimidin-1(2H)-yl)-2,5-dihydrofuran-2-yl)methoxy)(phenoxy)phosphoryl)-L-alaninate